NC([C@H](CCSC)NC(=O)[C@@H]1[C@H]2C([C@H]2CN1C([C@H](C(C)(C)C)NC(C(F)(F)F)=O)=O)(C)C)=O (1R,2S,5S)-N-((S)-1-Amino-4-(methylthio)-1-oxobutan-2-yl)-3-((S)-3,3-dimethyl-2-(2,2,2-trifluoroacetamido)butanoyl)-6,6-dimethyl-3-azabicyclo[3.1.0]hexane-2-carboxamide